C(C1=CC=C(C=C1)CCCCC(=O)N)C1=CC=C(C=C1)CCCCC(=O)N N'-[methylenebis(4,1-phenylene)]bis[pentanamide]